2-{(biphenyl-4-yl)-phenylamino}-4''-{(9,9-dimethyl-9H-fluoren-2-yl)-phenylamino}-1,1':4',1''-terphenyl C1(=CC=C(C=C1)N(C1=C(C=CC=C1)C1=CC=C(C=C1)C1=CC=C(C=C1)N(C1=CC=CC=C1)C1=CC=2C(C3=CC=CC=C3C2C=C1)(C)C)C1=CC=CC=C1)C1=CC=CC=C1